4-(6-(4-(2-cyanophenoxy)piperidin-1-yl)pyridin-3-yl)-6-(2-hydroxy-2-methylpropoxy)pyrazolo[1,5-a]pyridine-3-carbonitrile C(#N)C1=C(OC2CCN(CC2)C2=CC=C(C=N2)C=2C=3N(C=C(C2)OCC(C)(C)O)N=CC3C#N)C=CC=C1